NCC1(CCN(CC1)C1=CN=C2C(=N1)NN=C2C2=C1CCNC1=NC=C2)C 4-(aminomethyl)-1-(3-(2,3-dihydro-7-azaindol-4-yl)-1H-pyrazolo[3,4-b]pyrazin-6-yl)4-methylpiperidine